C(C1=CC=CC=C1)(=O)O[C@H]1[C@@H](O[C@H]([C@@H](C1)O[Si](C1=CC=CC=C1)(C1=CC=CC=C1)C(C)(C)C)C)O[C@H](C)CCC=C (2R,3R,5R,6S)-5-((tert-butyldiphenylsilyl)oxy)-2-(((R)-hex-5-en-2-yl)oxy)-6-methyltetrahydro-2H-pyran-3-yl benzoate